ClC1=NC(=C2N=CN(C2=N1)[C@@H]1C[C@@H](CC1)COP(=O)(OC1=CC=CC=C1)N[C@@H](C)C(=O)OC(C)C)Cl isopropyl ((((1R,3S)-3-(2,6-dichloro-9H-purin-9-yl)cyclopentyl)methoxy)(phenoxy)phosphoryl)-L-alaninate